Ethyl 2-{[(2,6-dimethylphenyl)-carbamoyl]oxy}-3-(pyrimidin-2-yl)propanoate CC1=C(C(=CC=C1)C)NC(=O)OC(C(=O)OCC)CC1=NC=CC=N1